C(OCCC12CC3CC(CC(C1)C3)C2)(OCCCCCCBr)=O 2-(adamantan-1-yl)ethyl (6-bromohexyl) carbonate